BrC1=C(C=CC(=C1)F)N1N=C(C=C1CC=1C(=NN(C1)C1CCC1)C(=O)N(C)C)C 4-((1-(2-bromo-4-fluorophenyl)-3-methyl-1H-pyrazol-5-yl)methyl)-1-cyclobutyl-N,N-dimethyl-1H-pyrazole-3-carboxamide